C(C)[NH+](CCCCCCCCCCCCCCCCCC)CCCCCCCCCCCCCCCCCC N-ethyl-N,N-dioctadecyl-ammonium